1,4-bis(1,1-dimethylethyl)-2,5-dimethoxy-Benzene CC(C)(C)C1=C(C=C(C(=C1)OC)C(C)(C)C)OC